6-Butylbenzo[d]thiazol-2-amin C(CCC)C1=CC2=C(N=C(S2)N)C=C1